ClC1=C(C(=O)NCCCNC(OC(C)(C)C)=O)C=CC(=C1)NC=1C=2N(C=CN1)C(=CN2)C2=C(C(=C(C=C2)OC(F)F)F)F tert-butyl (3-(2-chloro-4-((3-(4-(difluoromethoxy)-2,3-difluorophenyl)imidazo[1,2-a]pyrazin-8-yl)amino)benzamido)propyl)carbamate